FC=1C(=C(C=CC1F)C(=O)N1CC(C1)NC(CN(CC)CC)=O)NC1=C(C=C(C=C1)I)F N-[1-({3,4-difluoro-2-[(2-fluoro-4-iodophenyl)amino]phenyl}carbonyl)azetidin-3-yl]-N2,N2-diethylglycinamide